trans-2-Dodecenol C(\C=C\CCCCCCCCC)O